4-fluoro-3-{(Z)-2-fluoro-2-[2-(methylamino)pyrimidin-5-yl]vinyl}-N-[(1S,2S)-2-hydroxycyclohexyl]benzamide FC1=C(C=C(C(=O)N[C@@H]2[C@H](CCCC2)O)C=C1)\C=C(\C=1C=NC(=NC1)NC)/F